[3-(trifluoromethoxy)phenyl]acetamide FC(OC=1C=C(C=CC1)CC(=O)N)(F)F